ClC1=C(C(=O)NC2=NN=NN2C)C=CC(=C1CNC(CC)=O)OC(F)(F)F 2-chloro-N-(1-methyltetrazol-5-yl)-3-[(propionylamino)methyl]-4-(trifluoromethoxy)benzamide